tert-butyl (5-(2,3-dihydrobenzo[b][1,4]dioxine-6-carbonyl)-2-(methylsulfonyl)thiazol-4-yl)carbamate O1C2=C(OCC1)C=C(C=C2)C(=O)C2=C(N=C(S2)S(=O)(=O)C)NC(OC(C)(C)C)=O